ClC=1C=C(CCN2C[C@H](CCCC2)COC2=CC=C(C=C2)S(=O)(=O)C)C=CC1 (S)-1-(3-chlorophenethyl)-3-((4-(methylsulfonyl)phenoxy)methyl)azepane